2-fluoro-5-methoxy-N-(7-methyl-7-azaspiro[3.5]nonan-2-yl)benzamide FC1=C(C(=O)NC2CC3(C2)CCN(CC3)C)C=C(C=C1)OC